L-pantothenyl alcohol C(CCNC([C@H](O)C(C)(C)CO)=O)(=O)O